(S)-1-(4-chlorothiazol-2-yl)ethan-1-amine ClC=1N=C(SC1)[C@H](C)N